4-(2-hydroxyethyl)octanoyloxysodium OCCC(CCC(=O)O[Na])CCCC